C1N(CC12CCNCC2)C2=CC=C(C=C2)N2C(NC(CC2)=O)=O 1-(4-(2,7-diazaspiro[3.5]non-2-yl)phenyl)dihydropyrimidine-2,4(1H,3H)-dione